3-((4-amino-2-butyl-1-(2-hydroxy-2-methylpropyl)-1H-imidazo[4,5-c]quinolin-7-yl)methyl)phenol NC1=NC=2C=C(C=CC2C2=C1N=C(N2CC(C)(C)O)CCCC)CC=2C=C(C=CC2)O